ethyl (S)-3-(3-(2,4-difluorophenoxy) phenyl)-3-(3-(4-hydroxy-1-methyl-2-oxo-1,2-dihydro pyridin-3-yl) ureido)propanoate FC1=C(OC=2C=C(C=CC2)[C@H](CC(=O)OCC)NC(=O)NC=2C(N(C=CC2O)C)=O)C=CC(=C1)F